[Ag].[Si].[Cr].[Cu] copper-chromium-silicon-silver